heptacosan-6,8-diol CCCCCC(CC(CCCCCCCCCCCCCCCCCCC)O)O